7-(3-(tert-butoxy)-1-(4-methyl-1-(2-(2-(piperazin-1-yl)ethoxy)ethyl)-1H-benzo[d][1,2,3]triazol-5-yl)-3-oxopropyl)-2-naphthoic acid C(C)(C)(C)OC(CC(C1=C(C2=C(N(N=N2)CCOCCN2CCNCC2)C=C1)C)C1=CC=C2C=CC(=CC2=C1)C(=O)O)=O